COC([C@H](CCC)NC(=O)OCC1=CC=CC=C1)=O (2S)-2-(benzyloxycarbonylamino)pentanoic acid methyl ester